BrC1=CC=C(C=C1)N1C=NN(C1=O)CSC1=CC=C(OCC(=O)O)C=C1 2-(4-(((4-(4-Bromophenyl)-5-oxo-4,5-dihydro-1H-1,2,4-triazol-1-yl)meth-yl)thio)phenoxy)acetic acid